2-(1H-pyrrol-yl)benzoic acid methyl ester COC(C1=C(C=CC=C1)N1C=CC=C1)=O